CC1=C(C=CC=C1C=1N=C2N(N=C(C=N2)CNCC(=O)N)C1)C1=CC=CC=C1 2-((6-(2-Methylbiphenyl-3-yl)imidazo[1,2-b]-[1,2,4]triazin-2-yl)methylamino)acetamid